methyl (S,E)-(7-amino-1,7-dioxo-1-((2-oxo-1-((7-(2,2,2-trifluoroethoxy)benzo[d]thiazol-2-yl)methyl)-1,2-dihydropyridin-3-yl)amino)hept-5-en-2-yl)carbamate NC(/C=C/CC[C@@H](C(NC=1C(N(C=CC1)CC=1SC2=C(N1)C=CC=C2OCC(F)(F)F)=O)=O)NC(OC)=O)=O